tert-butyl (S)-4-(7-(4-chloropyridin-2-yl)-5-(N-propylacetamido)-7H-pyrrolo[2,3-d]pyrimidin-4-yl)-3-methylpiperazine-1-carboxylate ClC1=CC(=NC=C1)N1C=C(C2=C1N=CN=C2N2[C@H](CN(CC2)C(=O)OC(C)(C)C)C)N(C(C)=O)CCC